C(C)NC(O[C@H]1C[C@H](CC1)C1=CC(=NN1)NC(CC1=CN=C(S1)C)=O)=O (1R,3S)-3-(3-{[(2-methyl-1,3-thiazol-5-yl)acetyl]amino}-1H-pyrazol-5-yl)cyclopentyl ethylcarbamate